C(C)OC1=CC(=NC=C1F)[C@H](C)N1C(C2=CC(=CC(=C2C2(C1)CC2)CN2CCNCC2)CN2C(=NC=C2)NC)=O (S)-2'-(1-(4-ethoxy-5-fluoropyridine-2-yl)ethyl)-7'-((2-(methylamino)-1H-imidazol-1-yl)meth-yl)-5'-(piperazin-1-ylmethyl)-2',3'-dihydro-1'H-spiro-[cyclopropan-1,4'-isoquinoline]-1'-one